C(C)(C)(C)OC(=O)N/N=C(/C(=O)OCC)\C(CC1=CC=C(C=C1)F)=O (E)-2-(1-ethoxy-4-(4-fluorophenyl)-1,3-dioxobutane-2-ylidene)hydrazine-1-carboxylic acid tert-butyl ester